The molecule is a hydroxy fatty acid anion that is the conjugate base of 15-hydroxypalmitic acid, obtained by deprotonation of the carboxy group; major species at pH 7.3. It is a hydroxy fatty acid anion and a long-chain fatty acid anion. It is a conjugate base of a 15-hydroxypalmitic acid. CC(CCCCCCCCCCCCCC(=O)[O-])O